(R)-N-(1-(3-(2-ethylpyridin-4-yl)isoxazol-5-yl)ethyl)benzamide hydrochloride Cl.C(C)C1=NC=CC(=C1)C1=NOC(=C1)[C@@H](C)NC(C1=CC=CC=C1)=O